FC1=C(C(=C2C=CN(C2=C1)S(=O)(=O)C1=CC=C(C)C=C1)SC)OC=1C=C(C(N)=S)C=CC1 3-((6-fluoro-4-(methylsulfanyl)-1-tosyl-1H-indol-5-yl)oxy)benzothiamide